O1CCOC2=C1C=CC=C2 benzo1,4-dioxane